FC=1C=C(C=CC1)SC1=CC2=C([C@@H](CCO2)CNC=2C=NC=CC2C(=O)O)C=C1 3-({[(4R)-7-[(3-fluorophenyl)thio]-3,4-dihydro-2H-1-benzopyran-4-yl]methyl}amino)pyridine-4-carboxylic acid